ClC1=C(CC=2C=C3C(C(=CN(C3=CC2OC)CCO)C(=O)O)=O)C=CC=C1Cl 6-(2,3-Dichlorobenzyl)-1-(2-hydroxyethyl)-7-methoxy-4-oxo-1,4-dihydroquinoline-3-carboxylic acid